O=C1N(C(C2=CC=CC=C12)=O)CCCCCCCCCCCCN(S(=O)(=O)C1=C(C=CC=C1)[N+](=O)[O-])CC#C N-(12-(1,3-dioxoisoindolin-2-yl)dodecyl)-2-nitro-N-(prop-2-yn-1-yl)benzenesulfonamide